4-[4-Cyano-6-(4-fluoro-phenyl)-3-hydroxy-pyridin-2-yl]-4-oxo-butyric acid C(#N)C1=C(C(=NC(=C1)C1=CC=C(C=C1)F)C(CCC(=O)O)=O)O